4-(3-hydroxyazetidin-1-yl)-1-phenyl-7-(trifluoromethyl)quinolin-2(1H)-one OC1CN(C1)C1=CC(N(C2=CC(=CC=C12)C(F)(F)F)C1=CC=CC=C1)=O